C(C)(C)(C)C=1C=C(C=C(C1O)C(C)(C)C)CCC(=O)OCCCCCCCCCCCCCCCCCC octadecyl 3-(3,5-ditert-butyl-4-hydroxyphenyl)propanoate